N1=NC(=CC2=CC=CC=C12)C(=O)Cl cinnolinecarbonyl chloride